(R)-4-((2-(1H-pyrazol-4-yl)ethyl)amino)-5,6-dimethyl-N-(1-phenylethyl)pyrimidine-2-carboxamide N1N=CC(=C1)CCNC1=NC(=NC(=C1C)C)C(=O)N[C@H](C)C1=CC=CC=C1